NC1=CC(=C(OC2=CC(=CC=C2)OC2=C(C=C(C=C2)N)C(F)(F)F)C=C1)C(F)(F)F 1,3-bis(4-amino-2-trifluoromethyl-phenoxy)benzene